C(=O)(Cl)Cl.[Pb] lead phosgene